N-(3,4-dichlorophenyl)-4-(4-hydroxy-2-oxo-2,3-dihydro-1H-1,3-benzodiazol-1-yl)piperidine-1-carboxamide ClC=1C=C(C=CC1Cl)NC(=O)N1CCC(CC1)N1C(NC2=C1C=CC=C2O)=O